OC1=C(C2=C(C=3CCCOC13)C(=C(C(O2)=O)CC(N2CCCC2)=O)C)C=O 6-hydroxy-1-methyl-3-oxo-2-(2-oxo-2-(pyrrolidin-1-yl)ethyl)-3,8,9,10-tetrahydropyrano[3,2-f]chromene-5-carbaldehyde